OC(C(=O)OC=CC)(C)C propenyl 2-hydroxyisobutyrate